COCCOCC1=CC=C(C=C1)B1OC(C(O1)(C)C)(C)C 2-(4-((2-methoxyethoxy)methyl)phenyl)-4,4,5,5-tetramethyl-1,3,2-dioxaborolane